FC1=CC(=C(C=2C3=C(C(NC12)(C)C)C=NN3C)C)C3=C1C=CN(C1=CC=C3)S(=O)(=O)C 6-fluoro-1,4,4,9-tetramethyl-8-(1-methylsulfonylindol-4-yl)-5H-pyrazolo[4,3-c]quinoline